C1(CCCCC1)C1=C(C=CC(=C1)NCC1=CC=C(C=C1)C(F)(F)F)NC(CC(C)(C)C)=O N-(2-Cyclohexyl-4-((4-(trifluoromethyl)benzyl)amino)phenyl)-3,3-dimethylbutanamid